ClC1=C(C(=C(C=C1OC)OC)Cl)C1=NC(=C2C=C(N=CC2=C1)N[C@@H]1COCC[C@@H]1NC(C=C)=O)N1CC2(C1)CCOCC2 N-((3S,4S)-3-((7-(2,6-dichloro-3,5-dimethoxyphenyl)-5-(7-oxa-2-azaspiro[3.5]nonan-2-yl)-2,6-naphthyridin-3-yl)amino)tetrahydro-2H-pyran-4-yl)acrylamide